22-methylcholesterol CC(CCC(C)C)[C@@H](C)[C@H]1CC[C@H]2[C@@H]3CC=C4C[C@@H](O)CC[C@]4(C)[C@H]3CC[C@]12C